ClC=1C(=NC(=NC1)N[C@H]1[C@@H](COCC1)O)C1=C2OC[C@@H](N3C(=NC(C(=C1)F)=C32)C(C)(C)O)C (3S,4R)-4-((5-Chloro-4-((S)-8-fluoro-2-(2-hydroxypropan-2-yl)-3-methyl-3,4-dihydro-5-oxa-1,2a-diazaacenaphthylene-6-yl)pyrimidin-2-yl)amino)tetrahydro-2H-pyran-3-ol